C(C)N([C@@H](CC(C)C)C(=O)O)CC 2-N,N-diethyl-L-leucine